BrC=1C=C(C2=C(N(N=C2C1)C)C1=CC(=C(C(=O)N)C(=C1)OC)OC(F)F)C(F)F 4-[6-bromo-4-(difluoromethyl)-2-methylindazol-3-yl]-2-(difluoromethoxy)-6-methoxybenzamide